C(#N)C=1C=C(C=CC1)N(C(=O)[C@H]1N(CCC1)C(=O)OCC1=CC=CC=C1)C benzyl (2S)-2-[(3-cyanophenyl)(methyl)carbamoyl]pyrrolidine-1-carboxylate